ClC1=C(C=C(OCC(=O)NC23CC(C2)(C3)NC(C3=CC(=CC=C3)S(=O)(=O)C)=O)C=C1)F N-{3-[2-(4-chloro-3-fluorophenoxy)acetamido]bicyclo[1.1.1]pentan-1-yl}-3-(methanesulfonyl)benzamide